{7-[(1S,3S)-3-{[4-(6-cyano-1H-pyrrolo[2,3-b]pyridin-3-yl)-5-(Trifluoromethyl)pyrimidin-2-yl]amino}cyclopentyl]-4,4-difluoro-2,7-diazaoct-2-yl}methanoic acid C(#N)C1=CC=C2C(=N1)NC=C2C2=NC(=NC=C2C(F)(F)F)N[C@@H]2C[C@H](CC2)N(CCC(CN(C)C(=O)O)(F)F)C